C(C)C(C(=O)[O-])CCCC.CC(CC(C)(C)C)(C)CC[CH+]CCCCCCCCCCCCCCC 1-(1,1,3,3-tetramethylbutyl)-3-octadecylium 2-ethylhexanoate